5-(3-(benzylsulfonyl)-5-morpholinophenyl)-4-(trifluoromethyl)pyrimidin-2-amine C(C1=CC=CC=C1)S(=O)(=O)C=1C=C(C=C(C1)N1CCOCC1)C=1C(=NC(=NC1)N)C(F)(F)F